3-methyl-2-oxo-2,3-dihydro-1H-imidazole-4-carboxylic acid methyl ester TFA salt OC(=O)C(F)(F)F.COC(=O)C=1N(C(NC1)=O)C